C(C)(C)(C)OC(=O)N1C[C@H](CC1)OC1=C(C=C(C(=O)N2CCN(CC2)C(=O)C=2C=C(C=C(C2)F)N2CCN(CC2)C(=O)OC(C)(C)C)C=C1)C1CCCC1 tert-butyl (S)-4-(3-(4-(4-((1-(tert-butoxycarbonyl)pyrrolidin-3-yl)oxy)-3-cyclopentylbenzoyl)piperazine-1-carbonyl)-5-fluorophenyl)piperazine-1-carboxylate